O(C1=CC=CC=C1)C1C(C(C(C(C1OC1=CC=CC=C1)OC1=CC=CC=C1)=O)(Cl)Cl)(O)COC1=CC=CC=C1 4,5,6-tris(phenoxy)3-[(phenoxy)methyl]-2,2-dichloro-3-hydroxycyclohexan-1-one